1-(bromomethyl)-3,4-dichlorobenzene BrCC1=CC(=C(C=C1)Cl)Cl